FC(N1C=C(C(C(=C1C)C1=CC=C(C=C1)F)=O)C(=O)NC1=CC=C(C=C1)OC1=CC=NC2=CC(=CN=C12)OC)F 1-(difluoromethyl)-5-(4-fluorophenyl)-N-[4-[(7-methoxy-1,5-naphthyridin-4-yl)oxy]phenyl]-6-methyl-4-oxopyridine-3-carboxamide